C[C@@H]1O[C@H](CN(C1)C1=CC=CC=2N(C=NC21)C(=O)NCCC(C)C)C 4-((2S,6S)-2,6-Dimethylmorpholino)-N-iso-pentyl-1H-benzo[d]imidazole-1-carboxamide